5,6-dimethyl-3-(piperazin-1-yl)-N-(6-(trifluoromethyl)pyridin-3-yl)pyrazin-2-amine CC=1N=C(C(=NC1C)NC=1C=NC(=CC1)C(F)(F)F)N1CCNCC1